O=C1N(CCC(N1)=O)C=1C(=CC(=C(C(=O)OC)C1)F)C methyl 5-(2,4-dioxo-1,3-diazinan-1-yl)-2-fluoro-4-methylbenzoate